C(C)(C)(C)OC(=O)N1C(C=2C(=NC=CC2C1NC1=CC(=C(C=C1)N1CCOCC1)CN(C)C)C1=C2C(=NC=C1)N(C=C2)C)=O ((3-((dimethylamino)methyl)-4-morpholinophenyl)amino)-4-(1-methyl-1H-pyrrolo[2,3-b]pyridin-4-yl)-3-oxo-1,3-dihydro-2H-pyrrolo[3,4-c]pyridine-2-carboxylic acid tert-butyl ester